3-(2-(benzyloxy)-4-methoxyphenyl)-3-hydroxy-8,8-dimethyl-2,3-dihydropyrano[2,3-f]chromen C(C1=CC=CC=C1)OC1=C(C=CC(=C1)OC)C1(CC=2C(=C3C=CC(OC3=CC2)(C)C)OC1)O